ClC=1C=C2C(=NC(=NC2=C(C1C1=CC=CC2=C1N=C(S2)N)F)N2[C@@H]1CCN[C@H]1C2)N2CCNCC2 4-[6-chloro-2-[(1S,5R)-2,6-diazabicyclo[3.2.0]heptan-6-yl]-8-fluoro-4-piperazin-1-yl-quinazolin-7-yl]-1,3-benzothiazol-2-amine